2-(2-chloro-3-fluorophenyl)-4,4,5,5-tetramethyl-1,3,2-dioxaborolane ClC1=C(C=CC=C1F)B1OC(C(O1)(C)C)(C)C